(R)-4-(1-methyl-1H-pyrazol-4-yl)-N-(1-methyl-1H-pyrrolo[2,3-c]pyridin-7-yl)-N-(piperidin-3-yl)piperidine-1-carboxamide CN1N=CC(=C1)C1CCN(CC1)C(=O)N([C@H]1CNCCC1)C=1N=CC=C2C1N(C=C2)C